BrC1=CC=C(C=C1)N(C1=CC=C(C=C1)C1=CC=CC=C1)C1=CC=CC=C1 N-(4-bromophenyl)-N-phenylbiphenyl-4-amine